FCCCN1CC(C1)CC1=CC=C(C=C1)C=1C2=C(SCCC1)C=C(C=C2)C(=O)OC Methyl 5-(4-((1-(3-fluoropropyl)azetidin-3-yl)methyl)phenyl)-2,3-dihydrobenzo[b]thiepine-8-carboxylate